Cl.Cl.C(N)(=N)C1=CC=C(CCC2=CC(=CC(=C2)C(F)(F)F)CCC2=CC=C(C=C2)C(N)=N)C=C1 1,3-Bis{(4-carbamimidoyl)-phenethyl}-5-trifluoromethylbenzene dihydrochloride